CC=1C(=CC2=C(OC(C(O2)([2H])[2H])([2H])[2H])C1)C1CCN(CC1)C(=O)OC(C)(C)C tert-Butyl 4-(7-methyl-2,3-dihydrobenzo[b][1,4]dioxin-6-yl-2,2,3,3-d4)piperidine-1-carboxylate